2-bromo-N-(3-(2-methylpiperidin-1-yl)propyl)quinoline-4-carboxamide BrC1=NC2=CC=CC=C2C(=C1)C(=O)NCCCN1C(CCCC1)C